(R)-(1,3-dimethyl-azetidin-3-yl)-(4-isopropyl-phenyl)-{6-[(R)-(tetrahydro-furan-3-yl)oxy]-pyridazin-4-yl}-methanol CN1CC(C1)(C)[C@@](O)(C1=CN=NC(=C1)O[C@H]1COCC1)C1=CC=C(C=C1)C(C)C